CC1(CN(C=2C1=NC=CC2)C2=NC(=NC=C2)NC=2C(=CC(=C(C2)NC(C=C)=O)N2[C@H](CCC2)CN(C)C)OC)C (R)-N-(5-((4-(3,3-dimethyl-2,3-dihydro-1H-pyrrolo[3,2-b]pyridin-1-yl)pyrimidin-2-yl)amino)-2-(2-((dimethylamino)methyl)pyrrolidin-1-yl)-4-methoxyphenyl)acrylamide